2-((6-(4-fluoro-1H-pyrazol-1-yl)pyridin-3-yl)methyl)-3-methyl-1,4,8-triazaspiro[4.5]decane-1,3-diene FC=1C=NN(C1)C1=CC=C(C=N1)CC1=NC2(N=C1C)CCNCC2